NC1=CC(=C(CC=2C=CC(N(N2)C2CCC2)=O)C(=C1)Cl)Cl 6-(4-Amino-2,6-dichlorobenzyl)-2-cyclobutylpyridazin-3(2H)-one